(S)-5-{2-fluoro-4-[4-(3,5,6-trimethylpyridin-2-yl)piperazine-1-carbonyl]phenyl}-5-methylimidazolidine-2,4-dione FC1=C(C=CC(=C1)C(=O)N1CCN(CC1)C1=NC(=C(C=C1C)C)C)[C@]1(C(NC(N1)=O)=O)C